C(C)(C)(C)OC(NC1=NC(=CC(=C1)NC1=C(C=CC=C1)OC)C(NC1=CC=CC=C1)=O)=O (4-((2-Methoxyphenyl)amino)-6-(phenylcarbamoyl)pyridin-2-yl)carbamic acid tert-butyl ester